C(#N)C1(CCN(CC1)C=1OC2=C(C=C(C=C2C(C1)=O)C)C(C)NC1=C(C(=O)O)C=CC=C1)C 2-((1-(2-(4-cyano-4-methylpiperidin-1-yl)-6-methyl-4-oxo-4H-chromen-8-yl)ethyl)amino)benzoic acid